(2-(piperidin-4-ylmethoxy)ethyl)piperidine-1-carboxylic acid tert-butyl ester C(C)(C)(C)OC(=O)N1C(CCCC1)CCOCC1CCNCC1